2-(Benzotriazol-1-yl)-N-[4-(4,4,5,5-tetramethyl-1,3,2-dioxaborolan-2-yl)phenyl]-N-(3-thienylmethyl)acetamide N1(N=NC2=C1C=CC=C2)CC(=O)N(CC2=CSC=C2)C2=CC=C(C=C2)B2OC(C(O2)(C)C)(C)C